(propane-2-yl)azanium CC(C)[NH3+]